CC1=C(C(=CC(=C1)C)C)N=C1C(C2=CC=CC3=CC=CC1=C23)=NC2=C(C=C(C=C2C)C)C 1,2-Bis-((2,4,6-trimethylphenyl)imino)acenaphthene